(R)-2-((1-(6-methyl-2-(2-methyl-2H-indazol-5-yl)-4-oxo-4H-chromen-8-yl)ethyl)amino)-N-(methylsulfonyl)benzamide CC=1C=C2C(C=C(OC2=C(C1)[C@@H](C)NC1=C(C(=O)NS(=O)(=O)C)C=CC=C1)C1=CC2=CN(N=C2C=C1)C)=O